C12(CC1)CCOC1=C2C=C(C=C1)B1OC(C(O1)(C)C)(C)C {2,3-dihydrospiro[1-benzopyran-4,1'-cyclopropan]-6-yl}-4,4,5,5-tetramethyl-1,3,2-dioxaborolane